methyl (S)-2-amino-3-(7-(2,6-dichloro-4-fluorophenyl)-1,3-dihydroisobenzofuran-4-yl)propanoate N[C@H](C(=O)OC)CC1=C2COCC2=C(C=C1)C1=C(C=C(C=C1Cl)F)Cl